C(C)OC(C(CCC)C(C)=O)=O 2-acetylvaleric acid ethyl ester